2-amino-4-[4-(3-methoxypropyl)phenyl]-6-sulfanyl-pyridine-3,5-dicarbonitrile NC1=NC(=C(C(=C1C#N)C1=CC=C(C=C1)CCCOC)C#N)S